3-TBDMSTHIOPHENYLBORONIC ACID [Si](C)(C)(C(C)(C)C)SC=1C=C(C=CC1)B(O)O